C1(CC1)C1=NN=C(O1)C(C)NS(=O)C(C)(C)C N-[1-(5-cyclopropyl-1,3,4-oxadiazol-2-yl)ethyl]-2-methylpropane-2-sulfinamide